3-(2-ethoxypyrimidin-5-yl)-3-(4-(4-(5,6,7,8-tetrahydro-1,8-naphthyridin-2-yl)butyl)thiazol-2-yl)propanoic acid C(C)OC1=NC=C(C=N1)C(CC(=O)O)C=1SC=C(N1)CCCCC1=NC=2NCCCC2C=C1